3-(diethylamino)propyl-triethoxysilane C(C)N(CCC[Si](OCC)(OCC)OCC)CC